((6-bromo-2,3-difluorobenzyl)oxy)(tert-butyl)dimethylsilane BrC1=CC=C(C(=C1CO[Si](C)(C)C(C)(C)C)F)F